bis(2,6-dimethylphenyl)phosphine chloride [Cl-].CC1=C(C(=CC=C1)C)PC1=C(C=CC=C1C)C